4-(2-Aminoethyl)-N-(3,4-dichlorophenyl)-1,2,3,4-tetrahydrocyclopenta[b]indol-7-amine NCCN1C2=C(C=3C=C(C=CC13)NC1=CC(=C(C=C1)Cl)Cl)CCC2